1,2-Bis(3-aminopropylamino)ethane D-β-HYDROXYBUTYRATE OC(CC(=O)O)C.NCCCNCCNCCCN